6-bromo-5-fluoro-N-(3-methyl-4-[[1,2,4]triazolo[1,5-a]pyridin-7-yloxy]phenyl)quinazolin-4-amine BrC=1C(=C2C(=NC=NC2=CC1)NC1=CC(=C(C=C1)OC1=CC=2N(C=C1)N=CN2)C)F